N-[(1R,3S)-3-{[2-(trifluoromethyl)quinolin-4-yl]amino}cyclohexyl]cyclopropanecarboxamide FC(C1=NC2=CC=CC=C2C(=C1)N[C@@H]1C[C@@H](CCC1)NC(=O)C1CC1)(F)F